COC1=CC=C(C=C1)C1=NOC(=N1)N1CCC(CC1)C(=O)NCC1CN(CC1)C[C@H]1CN(CCC1)C 1-(3-(4-Methoxyphenyl)-1,2,4-oxadiazol-5-yl)-N-((1-(((R)-1-methylpiperidin-3-yl)methyl)pyrrolidin-3-yl)methyl)piperidin-4-carboxamid